5-Amino-3-(4-(2-((4-cyclopropyl-3-methylphenyl)amino)-2-oxoethyl)phenyl)-1-isopropyl-1H-pyrazole-4-carboxamide NC1=C(C(=NN1C(C)C)C1=CC=C(C=C1)CC(=O)NC1=CC(=C(C=C1)C1CC1)C)C(=O)N